6-chloro-3-((2-chloro-3-(oxazole-2-yl)phenyl)sulfanyl)Pyrazin-2-amine ClC1=CN=C(C(=N1)N)SC1=C(C(=CC=C1)C=1OC=CN1)Cl